methyl (Z)-[4-[3-(4-chlorophenyl)-3-[4-(4-methylphenylethynyl)phenyl]allyloxy]-2-methylphenoxy]acetate ClC1=CC=C(C=C1)\C(=C/COC1=CC(=C(OCC(=O)OC)C=C1)C)\C1=CC=C(C=C1)C#CC1=CC=C(C=C1)C